[Na+].OC(CC(=O)[O-])C (-)-3-hydroxybutyric acid sodium salt